NC1=CC=NN1C1=NN=C(S1)NC(=O)C1=CC(=C(C(O1)=O)O[C@H]1C[C@H](CCC1)OC)C1=NC=CC=C1OC N-(5-(5-amino-1H-pyrazol-1-yl)-1,3,4-thiadiazol-2-yl)-3-(((1R,3S)-3-methoxycyclohexyl)oxy)-4-(3-methoxypyridin-2-yl)-2-oxo-2H-pyran-6-carboxamide